dimethyl-3-hydroxy-1-propyl-amine CN(CCCO)C